CN(C(CC)=O)C1=CC=C(C=C1)C1=CC=C(C=C1)C(=O)O 4'-(N-methylpropanamido)-[1,1'-biphenyl]-4-carboxylic acid